OC1=C(C=CC=C1)C(C(=O)NCCC1=CC=NC=C1)NCCC1CCNCC1 2-(2-hydroxyphenyl)-2-[(2-piperidine-4-ylethyl)amino]-N-(2-pyridine-4-ylethyl)acetamid